phenyl (3-chloro-4-methyl-5-((1-methylpyrrolidin-3-yl)methoxy)phenyl)carbamate ClC=1C=C(C=C(C1C)OCC1CN(CC1)C)NC(OC1=CC=CC=C1)=O